CN1N=CC(=C1)C1=NNC2=C1C=NC=C2 3-(1-methyl-1H-pyrazol-4-yl)-1H-pyrazolo[4,3-c]pyridine